BrC1=C(C=CC=C1)C(C#C)O 1-(2-bromophenyl)prop-2-yn-1-ol